N-(3-aminopropylsulfonyl)-3-(benzyl(4-(3,4-dichlorophenyl)-5-isobutylthiazol-2-yl)amino)propanamide NCCCS(=O)(=O)NC(CCN(C=1SC(=C(N1)C1=CC(=C(C=C1)Cl)Cl)CC(C)C)CC1=CC=CC=C1)=O